FC1=CC(=C(C=C1)OC=C)C#CC1=CC=CC=C1 4-fluoro-2-(phenylethynyl)-1-(vinyloxy)benzene